4-[5-(1-Cyano-1-methyl-ethyl)benzimidazol-1-yl]-N-cyclopropyl-2,6-dimethoxy-benzamide C(#N)C(C)(C)C1=CC2=C(N(C=N2)C2=CC(=C(C(=O)NC3CC3)C(=C2)OC)OC)C=C1